phosphorous acid-(diethylamide) C(C)N(P(O)O)CC